2-[5-[(1,3-Dihydro-1,3-dioxo-2H-inden-2-ylidene)methyl]-2-furanyl]benzoic acid O=C1C(C(C2=CC=CC=C12)=O)=CC1=CC=C(O1)C1=C(C(=O)O)C=CC=C1